ethyl 2-(5-bromo-3-{[(tert-butoxy)carbonyl]amino}-4-methylpyridin-2-yl)-2,2-difluoroacetate BrC=1C(=C(C(=NC1)C(C(=O)OCC)(F)F)NC(=O)OC(C)(C)C)C